4-[di(methoxymethyl)amino]-6-phenyl-1,3,5-triazin-2-amine COCN(C1=NC(=NC(=N1)C1=CC=CC=C1)N)COC